C1=CC=C(C=C1)CC2=NNN=C2 benzyltriazole